ClC(=NC1=CC(=C(C=C1)Cl)Cl)N(C)C 1-Chloro-N'-(3,4-dichlorophenyl)-N,N-dimethylformamidine